(3S,8R,9aS)-8-(2,3-dichloro-6-hydroxyphenyl)-3-[(1R)-1-hydroxy-2-methylpropyl]-hexahydro-2H-pyrido[1,2-a]pyrazine-1,4-dione ClC1=C(C(=CC=C1Cl)O)[C@H]1C[C@@H]2N(C([C@@H](NC2=O)[C@@H](C(C)C)O)=O)CC1